4-(5-cyclopropyl-1H-pyrazol-3-yl)-N2-(1H-indol-6-yl)quinazoline-2,4-diamine C1(CC1)C1=CC(=NN1)C1(NC(=NC2=CC=CC=C12)NC1=CC=C2C=CNC2=C1)N